5-amino-1,3-cyclohexadiene-1-carboxylic acid hydrochloride Cl.NC1C=CC=C(C1)C(=O)O